C(C1=CC=CC=C1)(=O)NC1=CC(=CC=C1OCC)OCC 4-benzoylamino-2,5-diethoxybenzene